F[C@@H]1C[C@@]2(CCCN2C1)CO ((2R,7aS)-2-fluorotetrahydro-1H-pyrrolizin-7a-yl)methanol